3-Amino-4-chlorobenzonitrile NC=1C=C(C#N)C=CC1Cl